4,5-dimethylisoxazole-3-carboxamide CC=1C(=NOC1C)C(=O)N